4-(4-(cyclopropylamino)-8-fluoro-2-(((2R,7aS)-2-fluorotetrahydro-1H-pyrrolizin-7a(5H)-yl)methoxy)-6-(trifluoromethyl)quinazolin-7-yl)-7-fluorobenzo[d]thiazol-2-amine C1(CC1)NC1=NC(=NC2=C(C(=C(C=C12)C(F)(F)F)C1=CC=C(C2=C1N=C(S2)N)F)F)OC[C@]21CCCN1C[C@@H](C2)F